1-(3-chloro-5-fluorophenyl)-5,5-difluoro-3-(thiazol-4-yl)-4,5,6,7-tetrahydro-1H-indol-4-ol ClC=1C=C(C=C(C1)F)N1C=C(C=2C(C(CCC12)(F)F)O)C=1N=CSC1